3-(5-((5-((1-(4-((5-chloro-4-((2-(dimethylphosphono)phenyl)amino)pyrimidin-2-yl)amino)-3-methoxyphenyl)piperidin-4-yl)amino)pentyl)amino)-1-oxoisoindolin-2-yl)piperidine-2,6-dione ClC=1C(=NC(=NC1)NC1=C(C=C(C=C1)N1CCC(CC1)NCCCCCNC=1C=C2CN(C(C2=CC1)=O)C1C(NC(CC1)=O)=O)OC)NC1=C(C=CC=C1)P(=O)(OC)OC